COC(=O)C1=CC=C2C=NN(C2=C1)CC1(COC1)C 1-((3-methyloxetan-3-yl)methyl)-1H-indazole-6-carboxylic acid methyl ester